N-methyloctanamide CNC(CCCCCCC)=O